CN(C)C=C1C(N(CCC1=O)C(C)(C)CC)=O 3-((dimethylamino)methylene)-1-(tert-amyl)piperidine-2,4-dione